sodium stearyliminodipropionate C(CCCCCCCCCCCCCCCCC)N(CCC(=O)[O-])CCC(=O)[O-].[Na+].[Na+]